1,1,1-Trifluoro-N-(2-((3S,4R)-4-hydroxy-3-((2-phenylthiazol-4-yl)-methyl)chroman-7-yl)-phenyl)methanesulfonamide FC(S(=O)(=O)NC1=C(C=CC=C1)C1=CC=C2[C@@H]([C@H](COC2=C1)CC=1N=C(SC1)C1=CC=CC=C1)O)(F)F